tert-butyl-[2-[2-[2-[2-[3-[4-chloro-6-(trifluoromethyl)-2-pyridyl]prop-2-ynoxy]ethoxy]ethoxy]ethoxy]ethoxy]-dimethyl-silane C(C)(C)(C)[Si](C)(C)OCCOCCOCCOCCOCC#CC1=NC(=CC(=C1)Cl)C(F)(F)F